C(C)(C)(C)C1=CC=C(C=N1)C=1N=C2SCCCN2C(C1C#N)=N 8-(6-tert-butylpyridin-3-yl)-6-imino-2H,3H,4H,6H-pyrimido[2,1-b][1,3]thiazine-7-carbonitrile